COC1=CC=C(CNC2=NC(=NC=C2N)N)C=C1 N4-(4-methoxybenzyl)pyrimidine-2,4,5-triamine